FC(OC1=NC=CC(=C1)CNC(=O)N[C@H]1[C@H](CC1)C(F)(F)F)F |r| 1-[[2-(difluoromethoxy)pyridin-4-yl]methyl]-3-[rac-(1R,2S)-2-(trifluoromethyl)cyclobutyl]urea